C1(CC1)S(=O)(=O)N1N=CC(=C1)C1=NC=CC(=N1)NC1=CC(=C(C=N1)C#CC1(CCOCC1)O)NC1CCC(CC1)O 4-((6-((2-(1-(Cyclopropylsulfonyl)-1H-pyrazol-4-yl)pyrimidin-4-yl)amino)-4-(((1s,4s)-4-hydroxycyclohexyl)amino)pyridin-3-yl)ethynyl)tetrahydro-2H-pyran-4-ol